C(CCCCCCC)(=O)[O-].[Zn+2].C(CCCCCCC)(=O)[O-] zinc octanate